(R)-N-(1-(3-fluorophenyl)ethyl)-3-(1-(piperidin-4-yl)-1H-pyrazol-4-yl)pyrazolo[1,5-a]pyrimidin-5-amine hydrochloride Cl.FC=1C=C(C=CC1)[C@@H](C)NC1=NC=2N(C=C1)N=CC2C=2C=NN(C2)C2CCNCC2